BrC1=NC(=NC=C1)OCCC[C@H](C)NC(OC(C)(C)C)=O tert-butyl (S)-(5-((4-bromopyrimidin-2-yl)oxy)pentan-2-yl)carbamate